NC1=C(C=CC(=N1)N1C[C@H]2N(C[C@H]2CC1)C(=O)OC(C)(C)C)[N+](=O)[O-] tert-butyl (1S,6R)-3-(6-amino-5-nitropyridin-2-yl)-3,8-diazabicyclo[4.2.0]octane-8-carboxylate